7-((5-methyl-2-thienyl)imino)-4-methylcoumarin CC1=CC=C(S1)N=C1C=CC2=C(CC(OC2=C1)=O)C